4-[6-(3-Chloro-benzyl)-4-cyano-3-hydroxy-pyridin-2-yl]-4-oxo-butyric acid ClC=1C=C(CC2=CC(=C(C(=N2)C(CCC(=O)O)=O)O)C#N)C=CC1